1,1,1,3,7,9,9,9-octamethyl-3,7-bis((trimethylsilyl)oxy)-5-vinyl-pentasiloxane C[Si](O[Si](O[SiH](O[Si](O[Si](C)(C)C)(O[Si](C)(C)C)C)C=C)(O[Si](C)(C)C)C)(C)C